FC1=C(OC2=CC=C(C=C2)C2=CC=CC=C2)C=CC(=C1)[N+](=O)[O-] 4-(2-fluoro-4-nitrophenoxy)-1,1'-biphenyl